(R)-N4-(1-cyclopropylethyl)-N2-(3-(trifluoromethyl)benzyl)quinazoline-2,4-diamine C1(CC1)[C@@H](C)NC1=NC(=NC2=CC=CC=C12)NCC1=CC(=CC=C1)C(F)(F)F